(7-(4-chlorophenyl)pyrazolo[1,5-a]pyridin-3-yl)(piperidin-1-yl)methanone ClC1=CC=C(C=C1)C1=CC=CC=2N1N=CC2C(=O)N2CCCCC2